1-Amino-4-(cyclohexylamino)-9,10-anthraquinone-2-sulfonic acid sodium salt [Na+].NC1=C(C=C(C=2C(C3=CC=CC=C3C(C12)=O)=O)NC1CCCCC1)S(=O)(=O)[O-]